C(C)(=O)O[C@@H]1[C@H](O[C@H]([C@@H]([C@H]1OC(C)=O)OC(C)=O)OC1=C(C=C(C=C1)COC(=O)OC1=CC=C(C=C1)[N+](=O)[O-])NC(CCNC(=O)OCC1C2=CC=CC=C2C=2C=CC=CC12)=O)C(=O)OC methyl (2S,3S,4S,5R,6S)-3,4,5-triacetoxy-6-[2-[3-(9H-fluoren-9-ylmethoxycarbonylamino)propanoylamino]-4-[(4-nitrophenoxy)carbonyloxymethyl]phenoxy]tetrahydropyran-2-carboxylate